1-(4-(4-(difluoromethyl)phenyl)-5-(isopropylthio)thiazol-2-yl)-4-(3-fluorophenyl)-3-methyl-1H-pyrazole-5-carboxylic acid FC(C1=CC=C(C=C1)C=1N=C(SC1SC(C)C)N1N=C(C(=C1C(=O)O)C1=CC(=CC=C1)F)C)F